iodobis(thien-2-yl)phosphine tert-butyl-4-(6-(3-(3-cyclopropylphenoxy)propyl)-1H-benzo[d]imidazole-2-carbonyl)piperazine-1-carboxylate C(C)(C)(C)OC(=O)N1CCN(CC1)C(=O)C1=NC2=C(N1)C=C(C=C2)CCCOC2=CC(=CC=C2)C2CC2.IP(C=2SC=CC2)C=2SC=CC2